(S)-(+)-3-methyl-2-butylamine C[C@@H](C(C)C)N